CN(\C(\NCCCN(CCCCCCCC(=O)OC(CCCCCCCC)CCCCCCCC)CCCCCCCC(=O)OCCCCCCCCC)=N/[N+](=O)[O-])C heptadecan-9-yl (Z)-8-((3-(3,3-dimethyl-2-nitroguanidino)propyl)(8-(nonyloxyl)-8-oxooctyl)amino)octanoate